4-azido-N-(2-(difluoromethoxy)-6-methoxypyridin-3-yl)-1-(2-isopropylphenyl)cyclohexane-1-carboxamide N(=[N+]=[N-])C1CCC(CC1)(C(=O)NC=1C(=NC(=CC1)OC)OC(F)F)C1=C(C=CC=C1)C(C)C